4-[4-(methoxymethoxy)phenyl]cyclohexanone COCOC1=CC=C(C=C1)C1CCC(CC1)=O